4-hydroxy-3,5-dimethoxy-benzaldehyde OC1=C(C=C(C=O)C=C1OC)OC